CN1N=C(C2=CC(=CC=C12)CN(CCC1=CC=C(C=C1)NC(=O)C1=C(C=C(C(=C1)OC)OC)NC(=O)C=1OC2=CC=CC=C2C(C1)=O)CC=1C=NC=C(C1)OCCOC)C N-(2-((4-(2-(((1,3-Dimethyl-1H-indazol-5-yl)methyl)((5-(2-methoxyethoxy)pyridin-3-yl)methyl)amino)ethyl)phenyl)carbamoyl)-4,5-dimethoxyphenyl)-4-oxo-4H-chromene-2-carboxamide